Cl.NCCCCC(=O)N[C@H](C(=O)N1[C@@H](C[C@H](C1)O)C(=O)N[C@@H](C)C1=CC=C(C=C1)C1=C(N=CS1)C)C(C)(C)C (2S,4R)-1-((S)-2-(5-aminopentanamido)-3,3-dimethylbutanoyl)-4-hydroxy-N-((S)-1-(4-(4-methylthiazol-5-yl)phenyl)ethyl)pyrrolidine-2-carboxamide hydrochloride